pyrazinamide-d N1=C(C=NC=C1)C(=O)N[2H]